methane Palladium(II) [Pd+2].C